ethyl 7-cyclopropyl-3-(4-fluorophenyl)-1H-indole-2-carboxylate C1(CC1)C=1C=CC=C2C(=C(NC12)C(=O)OCC)C1=CC=C(C=C1)F